ClC1=NC=2N(C(=C1)N(C(OC(C)(C)C)=O)CC1=CC=C(C=C1)C1=NC=CC=C1F)N=CC2C(C)C tert-butyl (5-chloro-3-isopropylpyrazolo[1,5-a]pyrimidin-7-yl)(4-(3-fluoropyridin-2-yl)benzyl)carbamate